C[Si](O[Si](C)(C)C)(O[Si](C)(C)C)CCCN1C(=NC2=C1C=CC=C2)C=2SC1=C(N2)C=CC=C1 2-[1-[3-[1,3,3,3-tetramethyl-1-[(trimethylsilyl)oxy]disiloxanyl]propyl]-1H-benzimidazol-2-yl]benzothiazole